1-(5-(1-methyl-2,6-dioxopiperidin-3-yl)pyridin-2-yl)piperidine-4-carbaldehyde CN1C(C(CCC1=O)C=1C=CC(=NC1)N1CCC(CC1)C=O)=O